(E)-cyclobutyl-1,3-propanediamine C1(CCC1)C(CCN)N